ClC=1C=C(C=NC1N1N=CC=N1)NC(=O)C=1C=NN(C1C(F)(F)F)C1=C2C(=C(N=C1)N1C[C@H](CC1)O)SC=C2 (S)-N-(5-Chloro-6-(2H-1,2,3-triazol-2-yl)pyridin-3-yl)-1-(7-(3-hydroxypyrrolidin-1-yl)thieno[2,3-c]pyridin-4-yl)-5-(trifluoromethyl)-1H-pyrazol-4-carboxamid